2-(5-amino-2-(furan-2-yl)-7H-pyrazolo[4,3-e][1,2,4]triazolo[1,5-c]pyrimidin-7-yl)-N-phenethyl-2-phenylpropionamide NC1=NC2=C(C=3N1N=C(N3)C=3OC=CC3)C=NN2C(C(=O)NCCC2=CC=CC=C2)(C)C2=CC=CC=C2